monomethyl hypophosphite [PH2](=O)OC